ClC=1C=C2CCC[C@]3(COC4=CC=C5C(NS(CCCCCC([C@@H]6CC[C@H]6CN(C3)C4=C5)=O)(=O)=O)=O)C2=CC1 (S,3'R,6'R)-6-chloro-3,4-dihydro-2H,7'H,15'h-spiro[naphthalene-1,22'-[20]oxa[13]thia[1,14]diazatetracyclo[14.7.2.03,6.019,24]pentacosa[16,18,24]triene]-7',15'-dione 13',13'-dioxide